C=C1CCCC1 Methylenecyclopentane